ICC(=O)NCC1CCC(CC1)C(=O)ON1C(CCC1=O)=O succinimidyl 4-(((iodoacetyl)amino)methyl)cyclohexane-1-carboxylate